4-Bromo-8-chloro-isoquinoline BrC1=CN=CC2=C(C=CC=C12)Cl